NC(COC=1C=CC(=C(C(=O)NC2(CC2)C2=CC(=CC3=CC=CC=C23)C=2SC=CC2)C1)C)C 5-(2-Aminopropoxy)-2-methyl-N-(1-(3-(thiophen-2-yl)naphthalen-1-yl)cyclopropyl)benzamide